1-(2,5-difluoro-4-nitrophenyl)piperidine-4-carbaldehyde FC1=C(C=C(C(=C1)[N+](=O)[O-])F)N1CCC(CC1)C=O